C12N(CCC2C1)C=1C=C(C=NC1)C=1N=NN(C1)CC=1N=C2N(C=C(C=C2)CNCC23CC(C2)(C3)F)C1 1-(2-((4-(5-(2-azabicyclo[3.1.0]hex-2-yl)pyridin-3-yl)-1H-1,2,3-triazol-1-yl)methyl)imidazo[1,2-a]pyridin-6-yl)-N-((3-fluorobicyclo[1.1.1]pentan-1-yl)methyl)methylamine